CC1=C(C(=O)O)C=C(C(=C1Cl)F)S(NC1=C(C=C(C(=C1)C1=C(C=CC=C1)OCCO)F)F)(=O)=O.C(C)(C)(C)/N=C(/N=C(N)N)\N (E)-2-(tert-butyl)-1-(diaminomethylene)guanidine methyl-3-chloro-5-[[2,4-difluoro-5-[2-(2-hydroxyethoxy)phenyl]phenyl]sulfamoyl]-4-fluorobenzoate